tert-Butyl 2-[1-[6-methyl-2-(1-methylbenzimidazol-5-yl)-4-oxo-chromen-8-yl]ethylamino]benzoate CC=1C=C2C(C=C(OC2=C(C1)C(C)NC1=C(C(=O)OC(C)(C)C)C=CC=C1)C1=CC2=C(N(C=N2)C)C=C1)=O